28-myristoleoyloxy-octacosanoic acid C(CCCCCCC\C=C/CCCC)(=O)OCCCCCCCCCCCCCCCCCCCCCCCCCCCC(=O)O